CC1(CCCCC1S)S 2-Methylcyclohexan-2,3-dithiol